O1CC(C1)COC1=CC=C(C=N1)N (6-(oxetan-3-ylmethoxy)pyridin-3-yl)ammonia